1-methyl-2,3-dihydro-1H-pyrido[2,3-b][1,4]oxazine-6-carbaldehyde CN1C2=C(OCC1)N=C(C=C2)C=O